(1R,2S)-2-fluoro-N-(6-(6-fluoro-7-(isopropylamino)-5-methyl-1H-indazol-4-yl)imidazo[1,2-a]pyrazin-2-yl)cyclopropane-1-carboxamide F[C@@H]1[C@H](C1)C(=O)NC=1N=C2N(C=C(N=C2)C2=C3C=NNC3=C(C(=C2C)F)NC(C)C)C1